CN(C)CC=1C=CC2=C(N=C(O2)NC2=NC3=C(N2)C=CC(=C3)F)C1 5-((dimethylamino)methyl)-N-(5-fluoro-1H-benzo[d]imidazol-2-yl)benzo[d]oxazol-2-amine